FC(C(C(F)(F)F)(F)F)(F)F hexafluoropropylene difluoride